2-(1-((2-(3,5-dichlorophenyl)-6-((2-(piperazin-1-yl)pyrimidin-5-yl)oxy)pyridin-4-yl)methyl)piperidin-4-yl)acetic acid ClC=1C=C(C=C(C1)Cl)C1=NC(=CC(=C1)CN1CCC(CC1)CC(=O)O)OC=1C=NC(=NC1)N1CCNCC1